C(C1=CC=CC=C1)N1C(N(C2C1CSC2=O)CC2=CC=CC=C2)=O 1,3-Dibenzyl-tetrahydro-4H-thieno[3,4-d]imidazol-2,4(1H)-dion